C(C)(C)(C=1OC[C@@H](N1)C1=CC=CC=C1)C=1OC[C@@H](N1)C1=CC=CC=C1 (4S,4'S)-2,2'-isopropylidenebis(4-phenyl-2-oxazoline)